benzyl 4-{4-[bis(4-methoxybenzyl)amino]-8-(1-methyl-1H-pyrazol-4-yl)pyrazolo[1,5-a][1,3,5]triazin-2-yl}piperazine-1-carboxylate COC1=CC=C(CN(C2=NC(=NC=3N2N=CC3C=3C=NN(C3)C)N3CCN(CC3)C(=O)OCC3=CC=CC=C3)CC3=CC=C(C=C3)OC)C=C1